C1([C@H](O)[C@@H](O)[C@H](O)[C@H](O1)CO)C1(N(CCC2CC=C(C=C12)O)C)CC1=CC=CC=C1O glucosyl-6,7-dihydroxy-N-methyl-benzyltetrahydroisoquinoline